6-[4-[(R)-[4-[2-(2-fluoroethoxy)ethoxy]phenyl]-(4-fluorophenyl)methyl]piperidine-1-carbonyl]-4H-1,4-benzoxazin-3-one FCCOCCOC1=CC=C(C=C1)[C@@H](C1CCN(CC1)C(=O)C=1C=CC2=C(NC(CO2)=O)C1)C1=CC=C(C=C1)F